C(C)(C)(C)OC(=O)N1C(=C(C2=CC(=CC(=C12)F)F)C1CC(C1)(C)C#N)C1=CC=C(C=C1)F 3-(3-cyano-3-methyl-cyclobutyl)-5,7-difluoro-2-(4-fluorophenyl)-indole-1-carboxylic acid tert-butyl ester